(3-bromo-2-fluorophenyl)-8-chloro-N-methyl-[1,2,4]triazolo[4,3-a]quinazolin-5-amine BrC=1C(=C(C=CC1)C1=NN=C2N1C1=CC(=CC=C1C(=N2)NC)Cl)F